FC1=CC2=C(CN(CCC23CC3)C3=CC(=C(C(=C3)C)NC(CC(C)(C)C)=O)C)C=C1 N-(4-(7-fluoro-3,4-dihydro-spiro[benzo[c]azepin-5,1'-cyclopropane]-2(1H)-yl)-2,6-dimethylphenyl)-3,3-dimethylbutyramide